2-(1-(4-amino-3-(3-hydroxyphenyl)-1H-pyrazolo[3,4-d]pyrimidin-1-yl)ethyl)-3-(3-fluorophenyl)-4H-chromen-4-one behenyl-carbonate C(CCCCCCCCCCCCCCCCCCCCC)OC(O)=O.NC1=C2C(=NC=N1)N(N=C2C2=CC(=CC=C2)O)C(C)C=2OC1=CC=CC=C1C(C2C2=CC(=CC=C2)F)=O